2,2,2-trifluoro-1-(6-(4-(4-(4,4,5,5-tetramethyl-1,3,2-dioxaborolan-2-yl)phenyl)piperazin-1-yl)pyridin-3-yl)ethan-1-ol FC(C(O)C=1C=NC(=CC1)N1CCN(CC1)C1=CC=C(C=C1)B1OC(C(O1)(C)C)(C)C)(F)F